8-(1,3,4-oxadiazol-2-yl)-2-(perfluoroethyl)-4-(trifluoromethyl)imidazo[1,2-a][1,8]naphthyridine-9-carbonitrile O1C(=NN=C1)C=1N=C2N(C=3N=C(C=C(C3C=C2)C(F)(F)F)C(C(F)(F)F)(F)F)C1C#N